4-[3-hydroxy-8-(3-methoxy-phenyl)-quinolin-2-yl]-4-oxo-butyric acid ethyl ester C(C)OC(CCC(=O)C1=NC2=C(C=CC=C2C=C1O)C1=CC(=CC=C1)OC)=O